C(C=C)(=O)OCCCCCCOC=1C=C2C=CC(=CC2=CC1)C#CC1=CC=C(C(=O)OC2=C(C(=O)OCCCC)C=C(C=C2)OC(C2=CC=C(C=C2)C#CC2=CC3=CC=C(C=C3C=C2)OCCCCCCOC(C=C)=O)=O)C=C1 butyl 2,5-bis[[4-[2-[6-(6-prop-2-enoyloxyhexoxy)-2-naphthyl]ethynyl]benzoyl]oxy]benzoate